2-{6-[(3S)-3-(tert-butylamino)pyrrolidin-1-yl]pyridazin-3-yl}-5-(1H-pyrazol-4-yl)phenol C(C)(C)(C)N[C@@H]1CN(CC1)C1=CC=C(N=N1)C1=C(C=C(C=C1)C=1C=NNC1)O